1-[4-(cyanomethyl)-3-fluoro-1-[(3-hydroxy-2-methyl-4-phenyl-phenyl)methyl]-4-piperidyl]-3-(cyclopropanecarbonylamino)pyrazole-4-carboxamide C(#N)CC1(C(CN(CC1)CC1=C(C(=C(C=C1)C1=CC=CC=C1)O)C)F)N1N=C(C(=C1)C(=O)N)NC(=O)C1CC1